tert-butyl (exo-3-(4-(4-((R)-3-methylpiperazine-1-carboxamido)-2-oxopyrimidin-1(2H)-yl)benzyl)-3-azabicyclo[3.1.0]hexan-6-yl)carbamate C[C@@H]1CN(CCN1)C(=O)NC1=NC(N(C=C1)C1=CC=C(CN2CC3C(C3C2)NC(OC(C)(C)C)=O)C=C1)=O